FC=1C=C(CN2C(C=3C=C(C(=NC3C=C2)C)C(=O)O)=O)C=CC1F 6-(3,4-difluorobenzyl)-2-methyl-5-oxo-5,6-dihydro-1,6-naphthyridine-3-carboxylic acid